(5-Methylhex-3-yn-1-yl)-4-(4-methylpiperazin-1-yl)-1H-benzo[d]imidazole-1-carboxamide CC(C#CCCC1=NC2=C(N1C(=O)N)C=CC=C2N2CCN(CC2)C)C